(E)-4-((diethoxyphosphoryl)methylene)azepane-1-carboxylic acid tert-butyl ester C(C)(C)(C)OC(=O)N1CC/C(/CCC1)=C/P(=O)(OCC)OCC